SCCC[Si](OC(C)C)(OC(C)C)OC(C)C 3-mercapto-1-propyltriisopropyloxysilane